9,10-dipentoxyanthracene Methyl-4-[7-chloro-1-(4-fluorophenyl)-2-isopropyl-4-(methoxymethoxy)pyrrolo[2,3-c]pyridin-3-yl]benzoate COC(C1=CC=C(C=C1)C1=C(N(C2=C(N=CC(=C21)OCOC)Cl)C2=CC=C(C=C2)F)C(C)C)=O.C(CCCC)OC=2C1=CC=CC=C1C(=C1C=CC=CC21)OCCCCC